[Na].C(CC)N propylamine sodium salt